di(eicosyl)methyl-ammonium C(CCCCCCCCCCCCCCCCCCC)[NH+](C)CCCCCCCCCCCCCCCCCCCC